2,3'-bipyridin-6'-amine N1=C(C=CC=C1)C=1C=NC(=CC1)N